C(C)(C)(C)OC(=O)N1[C@@H](CN(CC1)C1=NC=C(C=N1)C(F)(F)F)C(C)C (R)-2-isopropyl-4-(5-(trifluoromethyl)pyrimidin-2-yl)piperazine-1-carboxylic acid tert-butyl ester